FC=1C(=NC(=NC1)N1CC2(CC(C2)=O)C1)COC1=CC=C(C=C1)C(C)(C)C1=CC=C(OC2CC(C2)N)C=C1 (1s,3s)-3-(4-(2-(4-((5-fluoro-2-(2-oxo-6-azaspiro[3.3]heptane-6-yl)pyrimidin-4-yl)methoxy)phenyl)propan-2-yl)phenoxy)cyclobutylamine